FC1=C(C(=CC(=C1)C=1C(=NC=CC1)OCCC)F)N1CCC(CC1)CC(=O)O 2-[1-[2,6-difluoro-4-(2-propoxy-3-pyridinyl)phenyl]-4-piperidinyl]acetic acid